piperazine di-hydroiodide I.I.N1CCNCC1